3-(4-(((tert-butyldimethylsilyl)oxy)methyl)thiazol-2-yl)tetrahydrofuran-3-ol [Si](C)(C)(C(C)(C)C)OCC=1N=C(SC1)C1(COCC1)O